ClC=1C=C2CN3C(=NC2=CC1)SC=C3CSC=3NC1=CC=CC=C1CN3 7-chloro-3-(((1,4-dihydroquinazolin-2-yl)thio)methyl)-5H-thiazolo[2,3-b]quinazoline